C(O[C@H]1O[C@@]([C@@H]([C@@H]1O)O)(C#N)C1=CC=C2C(=NC=NN21)N)(OC2(CC2)C)=O ((2R,3S,4R,5R)-5-(4-Aminopyrrolo[2,1-f][1,2,4]triazin-7-yl)-5-cyano-3,4-dihydroxytetrahydrofuran-2-yl) methylcyclopropyl carbonate